bis(1-octyloxy-2,2,6,6-tetramethyl piperidyl)succinate C(CCCCCCC)ON1C(C(CCC1(C)C)C(C(C(=O)[O-])C1C(N(C(CC1)(C)C)OCCCCCCCC)(C)C)C(=O)[O-])(C)C